FC(C=1C=C(CC2C(C=3C=CC(=CC3CC2)NC(CCCCCCC(=O)NOC2OCCCC2)=O)=O)C=C(C1)C(F)(F)F)(F)F N1-(6-(3,5-bis(trifluoromethyl)benzyl)-5-oxo-5,6,7,8-tetrahydronaphthalen-2-yl)-N8-((tetrahydro-2H-pyran-2-yl)oxy)octanediamide